7-((((9H-fluoren-9-yl)methoxy)carbonyl)amino)-2-methylquinoline-6-carboxylic acid C1=CC=CC=2C3=CC=CC=C3C(C12)COC(=O)NC1=C(C=C2C=CC(=NC2=C1)C)C(=O)O